CC(C)C1=CC=C(C=C1)NC(=O)N1[C@@H](CCC1)C(=O)O 1-{[4-(propan-2-yl)phenyl]carbamoyl}proline